ClC1=CC=C(C=C1)C1=CC(=NC(=N1)C=1C=NN(C1)C)C(=O)N[C@@H](C)C1=CC(=C(C=C1)F)Cl (S)-6-(4-chlorophenyl)-N-(1-(3-chloro-4-fluorophenyl)ethyl)-2-(1-methyl-1H-pyrazol-4-yl)pyrimidine-4-formamide